C1=CC=CC=2C3=CC=CC=C3C(C12)N(C1(CCCC1)C(=O)O)C(=O)OC 1-(9H-fluoren-9-yl-methoxycarbonyl-amino)cyclopentan-1-carboxylic acid